CC(C)(SC1=CC(=C(C(=C1)C(C)(C)C)O)C(C)(C)C)SC1=CC(=C(C(=C1)C(C)(C)C)O)C(C)(C)C 4,4'-[propane-2,2-diylbis(thio)]bis(2,6-di-tert-butylphenol)